2-(dicyclohexylphosphino)-2'-(dimethylamino)biphenyl C1(CCCCC1)P(C1=C(C=CC=C1)C1=C(C=CC=C1)N(C)C)C1CCCCC1